FC1=C(C=CC(=C1)F)C(C)N1C[C@@H](N(C[C@H]1C)C1=CC(N(C=2C=CC(=NC12)C#N)C)=O)CC 8-[(2s,5r)-4-[1-(2,4-difluorophenyl)ethyl]-2-ethyl-5-methylpiperazin-1-yl]-5-methyl-6-oxo-5,6-dihydro-1,5-naphthyridine-2-carbonitrile